(7-bromo-2-oxoquinolin-1(2H)-yl)methylpyridine BrC1=CC=C2C=CC(N(C2=C1)CC1=NC=CC=C1)=O